C(C(C)C)C1C=C(C(C(O1)C)(C)C)C 6-isobutyl-2,3,3,4-tetramethyl-3,6-dihydro-2H-pyran